BrC=1N(C2=CC=CC=C2C1\C=N\NC(=O)C=1OC2=C(C1)C=C(C=C2)C)CCOCC (E)-N'-{[2-bromo-1-(2-ethoxyethyl)-1H-indol-3-yl]methylene}-5-methylbenzofuran-2-carbohydrazide